FC1=C(C=CC(=C1)C(F)(F)F)CN1CCC2(CN(C2)C(=O)N2C[C@H](CC2)C2=NN=CN2)CC1 [7-[[2-fluoro-4-(trifluoromethyl)phenyl]methyl]-2,7-diazaspiro[3.5]nonan-2-yl]-[(3S)-3-(4H-1,2,4-triazol-3-yl)pyrrolidin-1-yl]methanone